N-(4-(3-amino-1H-indazol-5-yl)pyridin-2-yl)-2-(3-(benzyloxy)phenyl)acetamide NC1=NNC2=CC=C(C=C12)C1=CC(=NC=C1)NC(CC1=CC(=CC=C1)OCC1=CC=CC=C1)=O